O=C1NC(CCC1N1CC=2C(C1=O)=CSC2CNC(CC2=CC=C(C=C2)C(C)C)=O)=O N-((5-(2,6-dioxopiperidin-3-yl)-4-oxo-5,6-dihydro-4H-thieno[3,4-c]pyrrol-1-yl)methyl)-2-(4-isopropylphenyl)acetamide